BrC=1C=C(C(=NC1)C=1N=C2N(C(N(C(=C2)C(F)(F)F)C)=O)C1)S(=O)(=O)CC 2-(5-bromo-3-ethylsulfonyl-2-pyridyl)-6-methyl-7-(trifluoromethyl)imidazo[1,2-c]Pyrimidin-5-one